1-(5-fluoro-2-pyridyl)propan-1-one FC=1C=CC(=NC1)C(CC)=O